mono(2-laurylaminoethyl) ether C(CCCCCCCCCCC)NCCOCCNCCCCCCCCCCCC